FC=1C2=C(C=NC1OC)C1CCC(C2)N1 (±)-4-fluoro-3-methoxy-6,7,8,9-tetrahydro-5H-6,9-epiminocyclohepta[c]pyridine